BrC1=CC=C(C=C1)\C(=C(\F)/P(C1=CC=CC=C1)(C1=CC=CC=C1)=O)\CC(C1=CC=CC=C1)O (Z)-(2-(4-bromophenyl)-1-fluoro-4-hydroxy-4-phenylbut-1-en-1-yl)diphenylphosphine oxide